Ethyl (E)-2-chloro-3-hydroxyacrylate Cl\C(\C(=O)OCC)=C\O